(E)-3-(2-((E)-4-hydroxyphenyl)-4,6-dimethoxyphenyl)-1-(4-((2-nitrophenyl)sulfonyl)piperazin-1-yl)prop-2-en-1-one OC1=CC=C(C=C1)C1=C(C(=CC(=C1)OC)OC)/C=C/C(=O)N1CCN(CC1)S(=O)(=O)C1=C(C=CC=C1)[N+](=O)[O-]